3-acetamido-2,2-dimethylcyclobutane-1-carboxylate C(C)(=O)NC1C(C(C1)C(=O)[O-])(C)C